5-bromo-1-(oxan-2-yl)indazole BrC=1C=C2C=NN(C2=CC1)C1OCCCC1